(2S)-1-amino-2-methylcyclopropane-1-carboxylic acid ethyl ester hydrochloride Cl.C(C)OC(=O)C1([C@H](C1)C)N